COC[C@@H](C1=CC=C(C=C1)C#C[Si](C)(C)C)NC(OC(C)(C)C)=O tert-butyl (R)-(2-methoxy-1-(4-((trimethylsilyl)ethynyl)phenyl)ethyl)carbamate